(S)-6-([1,2,4]triazolo[1,5-a]pyridin-2-yl)-7-fluoro-2-(4-((6-oxo-5-(trifluoromethyl)-1,6-dihydropyridazin-4-yl)amino)pentyl)isoquinolin-1(2H)-one N=1C(=NN2C1C=CC=C2)C=2C=C1C=CN(C(C1=CC2F)=O)CCC[C@H](C)NC=2C=NNC(C2C(F)(F)F)=O